ClC1=C(C=C2C=CN3C2=C1C(N(C(C3)C)CC=3C(NC(=CC3OC)C)=O)=O)C=3C(=NOC3C)C 10-chloro-9-(3,5-dimethylisoxazol-4-yl)-2-((4-methoxy-6-methyl-2-oxo-1,2-dihydropyridin-3-yl)methyl)-3-methyl-3,4-dihydro-[1,4]diazepino[6,7,1-HI]indol-1(2H)-one